Methyl 4-[(2R,5S)-4-benzyl-2-methyl-5-phenylpiperazin-1-yl]butanoate C(C1=CC=CC=C1)N1C[C@H](N(C[C@@H]1C1=CC=CC=C1)CCCC(=O)OC)C